COC=1C=C2C(CC=NC2=CC1)=O 6-methoxyquinolin-4-one